4-(7-phenyl-4-(pyrazin-2-ylmethoxy)-6,7-dihydro-5H-pyrrolo[2,3-d]pyrimidin-2-yl)morpholine C1(=CC=CC=C1)N1CCC2=C1N=C(N=C2OCC2=NC=CN=C2)N2CCOCC2